6-(2-(4-(2,4-difluorophenoxy)piperidin-1-yl)-3-(1-methyl-1H-pyrazol-4-yl)pyrido[3,4-b]pyrazin-7-yl)morpholin-3-one FC1=C(OC2CCN(CC2)C=2N=C3C(=NC2C=2C=NN(C2)C)C=NC(=C3)C3OCC(NC3)=O)C=CC(=C1)F